N1N=NC(=C1)CCCC1=NC2=NC=CC=C2C=C1 2-(3-(1H-1,2,3-triazol-4-yl)propyl)-1,8-naphthyridine